methyl 5-(2,3-difluoropropoxy)-2-methylbenzoate FC(COC=1C=CC(=C(C(=O)OC)C1)C)CF